ClC1=CC=C(CNS(=O)(=O)C2=CC=CC=C2)C=C1 N-(4-chlorobenzyl)benzenesulfonamide